[N+](=O)([O-])C1=C(C=CC(=C1)[N+](=O)[O-])S(=O)(=O)NC=1C(=NN(C1)C1OCCCC1)C(=O)N 4-((2,4-dinitrophenyl)sulphonamido)-1-(tetrahydro-2H-pyran-2-yl)-1H-pyrazole-3-carboxamide